CC1=NC=C(C=C1C(=O)O)C=1C(=NC=C(C1)C(NC1=CC=C(C=C1)OCCC1=CC=CC=C1)=O)SC 2-Methyl-5-[2-methylsulfanyl-5-[[4-(2-phenylethoxy)phenyl]carbamoyl]-3-pyridyl]pyridine-3-carboxylic acid